2-(methylsulfonamido)-N-((1H-pyrrol-2-yl)methyl)thiazole-4-carboxamide CS(=O)(=O)NC=1SC=C(N1)C(=O)NCC=1NC=CC1